1-(13Z,16Z-docosadienoyl)-2-hexadecanoyl-glycero-3-phospho-(1'-sn-glycerol) CCCCCCCCCCCCCCCC(=O)O[C@H](COC(=O)CCCCCCCCCCC/C=C\C/C=C\CCCCC)COP(=O)(O)OC[C@H](CO)O